BrC1=CN=C2N1C=C(C=C2)OC 3-bromo-6-methoxyimidazo[1,2-a]pyridine